ethyl (3,6,7-trimethyloct-4-en-1-yl) oxalate C(C(=O)OCCC(C=CC(C(C)C)C)C)(=O)OCC